C1OCCN2[C@H]1CN(CC2)C=2C=C1C(=C(C(NC1=C1N=CC=CC21)=O)N)C2=C1C=NNC1=C(C=C2)F 6-[(9aS)-3,4,6,7,9,9a-hexahydro-1H-pyrazino[2,1-c][1,4]oxazin-8-yl]-3-amino-4-(7-fluoro-1H-indazol-4-yl)-1H-1,10-phenanthrolin-2-one